NC=1C(=C(C(=C(C1)N(C(OC(C)(C)C)=O)C(=O)OC(C)(C)C)F)C)F tert-Butyl N-(5-amino-2,4-difluoro-3-methyl-phenyl)-N-tert-butoxycarbonyl-carbamate